CC(CC)NCC=C N-1-methylpropylallylamine